NC1=NC=C(C=N1)C#CC=1C(=C(C=CC1F)NS(=O)(=O)C=1C(=NC=C(C1)Cl)OC)Cl N-(3-((2-aminopyrimidin-5-yl)ethynyl)-2-chloro-4-fluorophenyl)-5-chloro-2-methoxypyridine-3-sulfonamide